1-(tetrahydro-2H-pyran-4-yl)-2-((6-(trifluoromethoxy)benzo[d]oxazol-2-yl)amino)-1H-benzo[d]imidazole-5-carboxylic acid O1CCC(CC1)N1C(=NC2=C1C=CC(=C2)C(=O)O)NC=2OC1=C(N2)C=CC(=C1)OC(F)(F)F